C(C1=CC=CC=C1)NC=1C=2N(N=C(C1)NCCC(=O)O)C(=NN2)C(C)C 3-[[8-(benzylamino)-3-isopropyl-[1,2,4]triazolo[4,3-b]pyridazin-6-yl]amino]propanoic acid